CC12CC(CC2(CC(C1)=O)C)=O 1,5-dimethylbicyclo[3.3.0]octane-3,7-dione